(R)-4-((3-(1-(1,4-dioxaspiro[4.4]nonan-6-yl)-1H-pyrazol-4-yl)-2-methoxyphenyl)amino)-6-(1-fluorocyclopropane-1-carboxamido)nicotinamide O1CCOC12[C@@H](CCC2)N2N=CC(=C2)C=2C(=C(C=CC2)NC2=CC(=NC=C2C(=O)N)NC(=O)C2(CC2)F)OC